C(\C=C(/C)\CCC=C(C)C)C=1C(=C(C(=C(C(=O)O)C1)O)O)C\C=C(/C)\CCC=C(C)C Geranylgeranyldihydroxybenzoic acid